N-((3R,4R,5R,6R)-4,5-dihydroxy-6-(hydroxymethyl)tetrahydro-2H-pyran-3-yl)methanesulfonamide O[C@@H]1[C@@H](CO[C@@H]([C@@H]1O)CO)NS(=O)(=O)C